C(C)C=1C(=C(C=CC1CNCC1=C(C=CC=C1)[N+](=O)[O-])S(=O)(=O)N)CC Diethyl-4-(((2-nitrobenzyl)amino)methyl)benzenesulfonamide